ClC=1C=C(NC2(CCC3([C@H](CC4=CC=CC=C34)C[C@H](COC3=CNC4=CC=CC=C34)C)CC2)C(=O)O)C=CC1 (1r,2'S,4S)-4-(3-chloroanilino)-2'-{(2R)-3-[(1H-indol-3-yl)oxy]-2-methylpropyl}-2',3'-dihydrospiro[cyclohexane-1,1'-indene]-4-carboxylic acid